CN1CCN(CCN(CC1)C)C 1,4,7-trimethyl-1,4,7-triazonane